C(C)(C)(C)OC(=O)N1[C@@H](C[C@H](C1)OC)CO (2S,4R)-2-(hydroxymethyl)-4-methoxypyrrolidine-1-carboxylic acid tert-butyl ester